2-(4-chloro-5-(difluoromethyl)-5-methyl-5H-pyrrolo[2,3-d]pyrimidin-7(6H)-yl)isonicotinonitrile ClC=1C2=C(N=CN1)N(CC2(C)C(F)F)C=2C=C(C#N)C=CN2